CC(C)CCCCCCCCCCC[C@H]([C@H](CO)N)O The molecule is a sphingoid that is hexadecasphinganine substituted at position 15 by a methyl group. It is a sphingoid and an aminodiol. It is a conjugate base of a 15-methylhexadecasphinganine(1+).